CN(C([C@@H](C1=CC(=CC(=C1)OC)F)NC(OC(C)(C)C)=O)=O)C |r| (+/-)-tert-butyl (2-(dimethylamino)-1-(3-fluoro-5-methoxyphenyl)-2-oxoethyl)carbamate